O(C1=CC=CC=C1)C=1C=C(C=C(C1)OC1=NC(=CC=C1)C)OC1=NC(=CC=C1)C 2,2'-(5-phenoxy-1,3-phenylene)bis(oxy)bis(6-methylpyridine)